rubidium hexafluoro-nickel (IV) F[Ni-2](F)(F)(F)(F)F.[Rb+].[Rb+]